4-amino-1-(4-oxocyclohexyl)-3-(4-phenoxyphenyl)-1,3-dihydro-2H-imidazo[4,5-c]pyridin-2-one NC1=NC=CC2=C1N(C(N2C2CCC(CC2)=O)=O)C2=CC=C(C=C2)OC2=CC=CC=C2